C[C@]12[C@H]3CC[C@@]4([C@H](CC[C@H]4[C@@H]3CC[C@H]2C[C@@H](CC1)O)C1(OCC1)C)C (3R,5S,8R,9S,10S,13S,14S,17S)-10,13-dimethyl-17-(2-methyloxetan-2-yl)-2,3,4,5,6,7,8,9,11,12,14,15,16,17-tetradecahydro-1H-cyclopenta[a]phenanthren-3-ol